FC1=C(C=CC(=C1F)F)B(O)O 2,3,4-trifluorophenylboronic acid